(3-(2-cyanopiperidine-1-carbonyl)phenyl)-2,5-dimethylbenzenesulfonamide C(#N)C1N(CCCC1)C(=O)C=1C=C(C=CC1)C=1C(=C(C=C(C1)C)S(=O)(=O)N)C